(5-methoxybenzofuran-2-yl)(phenyl)methanone COC=1C=CC2=C(C=C(O2)C(=O)C2=CC=CC=C2)C1